C(C)(C)(C)OC([C@@H](N)CC1=CNC=N1)=O L-histidine tert-butyl ester